C(C)(C)(C)OC(=O)NCCCOCCCCCOC1=CC=C(C(=O)O)C=C1 4-{[5-(3-{[(tert-butoxy)carbonyl]amino}propoxy)pentyl]oxy}benzoic acid